C12(CC3CC(CC(C1)C3)C2)NC2=CC=3N(C1=CC=CC=C1C3C=C2)C2=CC=CC=C2 (adamantane-1-yl)-N-(9-phenylcarbazole-2-yl)amine